C(C=C)NC(CC=C)C1=CC=CC=C1 N-Allyl-1-phenyl-but-3-en-1-amine